5-(2,2,2-trifluoroethoxy)-1,3,4-thiadiazol-2-amine FC(COC1=NN=C(S1)N)(F)F